O1COC2=C1C=CC(=C2)NC(=O)C2CC(CCC2C(C)C)C N-benzo[1,3]-dioxol-5-yl-3-p-menthancarboxamide